2-phenyl-2H-1,2,3-triazole C1(=CC=CC=C1)N1N=CC=N1